ClC1=CN=C2N1C=C(C=N2)C=2C=CN1N=C(N=CC12)N[C@@H]1CC[C@@H](CC1)OCCOC 5-(3-chloroimidazo[1,2-a]pyrimidin-6-yl)-N-(cis-4-(2-methoxyethoxy)cyclohexyl)pyrrolo[2,1-f][1,2,4]triazin-2-amine